OC1=C2C(C(=COC2=C(C(=C1)O)OC)C1=CC=C(C=C1)OC)=O 5,7-Dihydroxy-8,4'-dimethoxyisoflavone